FC1=C(C#N)C=C(C=C1)OC=1C(=C2C=CN(C2=CC1F)S(=O)(=O)C1=CC=CC=C1)CO 2-Fluoro-5-((6-fluoro-4-(hydroxymethyl)-1-(phenylsulfonyl)-1H-indol-5-yl)oxy)benzonitrile